5-(1-(2,2-difluoroethyl)-1H-benzo[d][1,2,3]triazol-6-yl)-N-((3R,4S)-3-fluoro-1-(oxetan-3-yl)piperidin-4-yl)-4-methoxypyrrolo[2,1-f][1,2,4]triazin-7-d-2-amine FC(CN1N=NC2=C1C=C(C=C2)C=2C=C(N1N=C(N=C(C12)OC)N[C@@H]1[C@@H](CN(CC1)C1COC1)F)[2H])F